C1(C=CC(N1)=O)=O Maleinimide